3-[2-(2-methoxyphenyl)-2-oxoethyl]-1-methylimidazole COC1=C(C=CC=C1)C(CN1CN(C=C1)C)=O